BrC=1C=CC(=C(C=O)C1)OC 5-bromo-2-methoxybenzaldehyde